4-[N-tert-butyl-3,5-dichloro-4-(2-chloroethoxy)anilino]Phenol C(C)(C)(C)N(C1=CC(=C(C(=C1)Cl)OCCCl)Cl)C1=CC=C(C=C1)O